(R)-2-(5-((5-((2-amino-5-bromophenyl)amino)-4-methylpentyl)oxy)-1-methyl-1H-pyrazole-4-yl)-6-methylisonicotinic acid methyl ester COC(C1=CC(=NC(=C1)C)C=1C=NN(C1OCCC[C@H](CNC1=C(C=CC(=C1)Br)N)C)C)=O